ClC1=NC=C(C(=C1)C1=C(C=NC(=C1)C)C(=O)NC=1SC2=C(N1)CN(C2)C(C2=C(N=C(C=C2)OC(F)F)Cl)=O)OC 2'-Chloro-N-(5-(2-chloro-6-(difluoro-methoxy)nicotinoyl)-5,6-dihydro-4H-pyrrolo[3,4-d]thiazol-2-yl)-5'-methoxy-6-methyl-[4,4'-bipyridine]-3-carboxamide